(R)-3-(((3-bromo-6-(methoxycarbonyl)pyridin-2-yl)oxy)methyl)piperazine-1-carboxylic acid BrC=1C(=NC(=CC1)C(=O)OC)OC[C@H]1CN(CCN1)C(=O)O